C(C1=CC=CC=C1)[C@@H]1[C@H](C[C@H](C[C@H]1C(NC1=C(C=C(C=C1)C(F)(F)F)F)=O)COC)C1=CC=C(C=C1)Br |&1:10| rac-benzyl-(1R,2S,6R)-2-(4-bromophenyl)-6-((2-fluoro-4-(trifluoromethyl)phenyl)carbamoyl)-4-(methoxymethyl)cyclohexane